[5-chloro-2-(trifluoromethyl)-3-pyridyl]hydrazine ClC=1C=C(C(=NC1)C(F)(F)F)NN